2-(4-(2-(4-isopropyl-5-(8-methoxy-[1,2,4]triazolo[1,5-a]pyridin-6-yl)-1H-pyrazol-3-yl)thiazol-5-yl)piperidin-1-yl)-N,N-dimethylacetamide C(C)(C)C=1C(=NNC1C=1C=C(C=2N(C1)N=CN2)OC)C=2SC(=CN2)C2CCN(CC2)CC(=O)N(C)C